(1-benzylpiperidin-4-yl)-3-[6-(4-phenylpiperazin-1-yl)-[1,2,4]triazolo[4,3-b]pyridazin-3-yl]propanamide C(C1=CC=CC=C1)N1CCC(CC1)C(C(=O)N)CC1=NN=C2N1N=C(C=C2)N2CCN(CC2)C2=CC=CC=C2